naphtho[1,2-g]chrysene C1=CC2=C3C=CC=CC3=C3C(=C2C=2C=CC=CC12)C1=CC=CC=C1C=C3